C(C)(C)(C)C1N(CCC(C1)C1=C(C=2C(=C3C(=NC2)N(C=C3)S(=O)(=O)C3=CC=C(C)C=C3)N1COCC[Si](C)(C)C)I)C(=O)O tert-butyl-4-(3-iodo-6-tosyl-1-((2-(trimethylsilyl)ethoxy)methyl)-1,6-dihydrodipyrrolo[2,3-b:2',3'-d]Pyridin-2-yl)piperidine-1-carboxylic acid